N2-cyclopentyl-6-(3-pyridyl)-N3-sec-butyl-pyridine-2,3-diamine C1(CCCC1)NC1=NC(=CC=C1NC(C)CC)C=1C=NC=CC1